(1aR,5aR)-2-(5-Chloro-4-methyl-pyridin-2-yl)-1a,2,5,5a-tetrahydro-1H-2,3-diaza-cyclopropa[a]pentalene-4-carboxylic acid (1-pyridin-4-yl-cyclobutyl)-amide N1=CC=C(C=C1)C1(CCC1)NC(=O)C=1C=2C[C@@H]3[C@H](C2N(N1)C1=NC=C(C(=C1)C)Cl)C3